ClC=1C(=C(C(=CC1)N1N=NN=C1)C1=CC(N2[C@@H](C[C@@H](C2=C1)C)C=1NC(=CN1)C1=C(C(=NC=C1)C#N)C)=O)F |o1:16,18| 4-(2-((1S*,3S*)-7-(3-Chloro-2-fluoro-6-(1H-tetrazol-1-yl)phenyl)-1-methyl-5-oxo-1,2,3,5-tetrahydroindolizin-3-yl)-1H-imidazol-5-yl)-3-methylpicolinonitrile